C(C)(=O)N1CC(C1)OC1=NN=C(S1)COC1=CC=CC(=N1)C1=CC(=C(CC2=NC3=C(N2C[C@H]2OCC2)C=C(C=C3)C(=O)O)C=C1F)F (S)-2-(4-(6-((5-((1-acetylazetidin-3-yl)oxy)-1,3,4-thiadiazol-2-yl)methoxy)pyridin-2-yl)-2,5-difluorobenzyl)-1-(oxetan-2-ylmethyl)-1H-benzo[d]imidazole-6-carboxylic acid